benzyl[2-({2'-ethoxy-5-[(2R)-2-ethylpiperazin-1-yl]-[2,3'-bipyridin]-6-yl}oxy)ethyl]methylamine C(C1=CC=CC=C1)N(C)CCOC1=C(C=CC(=N1)C=1C(=NC=CC1)OCC)N1[C@@H](CNCC1)CC